C(C)(=O)OC(CNCOCC)CNCCOCCC 3,12-dioxa-5,9-diazapentadecan-7-yl acetate